(2R)-4-(2-Chloro-6-((1-(methoxycarbonyl)-1,2,3,4-tetrahydronaphthalen-1-yl)methyl)-5-nitro Benzyl pyrimidin-4-yl)-2-(fluoromethyl)piperazine-1-carboxylate ClC1=C(CC2=NC=CC(=N2)N2C[C@@H](N(CC2)C(=O)[O-])CF)C(=C(C=C1)[N+](=O)[O-])CC1(CCCC2=CC=CC=C12)C(=O)OC